C1(=CC=CC=C1)[S-].[Na+] Sodium thiophenolate